FC=1C=C(C=C(C1)OC)C1C(C(NCC1)C)COC1=CC=C2CNC(C2=C1)=O (+/-)-6-{[(trans,trans)-4-(3-fluoro-5-methoxyphenyl)-2-methylpiperidin-3-yl]methoxy}-2,3-dihydro-1H-isoindol-1-one